2'-(4-cyclopropyl-6-methoxypyrimidin-5-yl)-9'-(4-(1-methyl-4-(trifluoromethyl)-1H-imidazol-2-yl)benzyl)-5',9'-dihydrospiro[cyclopropane-1,7'-pyrimido[4,5-b][1,4]diazepin]-8'(6'H)-one C1(CC1)C1=NC=NC(=C1C=1N=CC2=C(N(C(C3(CN2)CC3)=O)CC3=CC=C(C=C3)C=3N(C=C(N3)C(F)(F)F)C)N1)OC